O[C@H]1C[C@@H](N(C1)C(=O)C1=CC(=NC=C1)C(=O)NC1=CC(=CC=C1)[C@@H](CC1=NN=CN1C)C)C 4-((2S,4S)-4-hydroxy-2-methylpyrrolidine-1-carbonyl)-N-(3-((R)-1-(4-methyl-4H-1,2,4-triazol-3-yl)propan-2-yl)phenyl)picolinamide